CS(=O)(=O)CC12CNCC(CC1)N2C(=O)OC(C)(C)C Tert-butyl 1-((methanesulfonyl) methyl)-3,8-diazabicyclo[3.2.1]octane-8-carboxylate